2-((5-isobutyl-1-(spiro[2.5]octan-6-yl)-1H-pyrazol-3-yl)amino)-5-(thiophen-2-yl)nicotinate C(C(C)C)C1=CC(=NN1C1CCC2(CC2)CC1)NC1=C(C(=O)[O-])C=C(C=N1)C=1SC=CC1